CN1C(CN2C(CC1)=CC(=N2)NC=2N=CC1=C(N2)CN(CC1)C1=C(C2=C(OCCN2)N=C1)C)=O 6-methyl-2-[(7-{8-methyl-1H,2H,3H-pyrido[2,3-b][1,4]oxazin-7-yl}-5H,6H,7H,8H-pyrido[3,4-d]pyrimidin-2-yl)amino]4H,5H,6H,7H,8H-pyrazolo[1,5-d][1,4]diazepin-7-one